NC1C(CC(CC1C)N)(C)C 1,4-diamino-2,2,6-Trimethylcyclohexane